CC1(C(C1)C1=CC=2C(CCC(C2C=C1)(C)C)(C)C)C(=O)O methyl-2-(5,5,8,8-tetramethyl-5,6,7,8-tetrahydronaphthalen-2-yl)cyclopropanecarboxylic acid